C(C1=CC=CC=C1)N(CCC(=C)OC=1C=C2C(=NN(C2=CC1)C1OCCCC1)C1=CC(=CC=C1)CO[Si](C)(C)C(C)(C)C)CC1=CC=CC=C1 N,N-dibenzyl-3-[3-[3-[[tert-butyl(dimethyl)silyl]oxymethyl]phenyl]-1-tetrahydropyran-2-yl-indazol-5-yl]oxy-but-3-en-1-amine